C(C)OC1=CC=CC(=N1)C(S(=O)(=O)N)(C=1C=NC=CC1)C1=CN=C2C(=N1)NC=N2 6-ethoxypyridin-2-yl-1H-imidazo[4,5-b]pyrazin-6-yl-1-(pyridin-3-yl)methanesulfonamide